C(C)(C)(C)C1N(C(=CC[C@@H]1C)C1=CC2=CN(N=C2C=C1)C1CN(C1)C)C(=O)OC1CCN(CC1)CC(F)F |r| 1-(2,2-Difluoroethyl)piperidin-4-ol tert-Butyl-rac-(3S)-3-methyl-6-[2-(1-methylazetidin-3-yl)indazol-5-yl]-3,4-dihydro-2H-pyridine-1-carboxylate